(1r,3r)-1-(2-methoxyethyl)-3-(3-(6-(1-methyl-1H-pyrazol-4-yl)pyrrolo[1,2-b]pyridazin-4-yl)-3,8-diazabicyclo[3.2.1]oct-8-yl)cyclobutane-1-carbonitrile COCCC1(CC(C1)N1[C@H]2CN(CC1CC2)C=2C=1N(N=CC2)C=C(C1)C=1C=NN(C1)C)C#N